formylethylhexyl-glycerol tert-butyl-1-oxo-8-azaspiro[4.5]decane-8-carboxylate C(C)(C)(C)C1C(C2(CC1)CCN(CC2)C(=O)OC(C(O)(CO)C=O)(CCCCCC)CC)=O